(R)-4-(4-methylpyrazolo[1,5-a]pyridin-2-yl)-5-(pyridin-2-yl)-4,5,6,7-tetrahydro-1H-imidazo[4,5-c]pyridine CC=1C=2N(C=CC1)N=C(C2)[C@@H]2N(CCC1=C2N=CN1)C1=NC=CC=C1